hydroxyeicosenoic acid CCCCCCCCCCCCCCCCCC=C(C(=O)O)O